P(OC1=CC=CC=C1)(OCCC(=O)NO)=O phenyl (3-(hydroxyamino)-3-oxopropyl) phosphonate